OC(COC1=NC(=C(C(N1)=O)C#CC)C=1C=NC(=CC1)N1CC2N(C(C1)C2)CC=2C=NC(=CC2)OC)(C)C 2-(2-hydroxy-2-methylpropyloxy)-6-(6-(6-((6-methoxypyridin-3-yl)methyl)-3,6-diazabicyclo[3.1.1]heptan-3-yl)pyridin-3-yl)-5-(prop-1-yn-1-yl)pyrimidin-4(3H)-one